(1r,4r)-4-(Pyrimidin-2-ylamino)cyclohexan-1-ol N1=C(N=CC=C1)NC1CCC(CC1)O